C(CCCCCC=CCCCCCCCCCCCCCCCCCCC)(=O)O 7-Heptacosenoic acid